Iridium Bipyridine propyl-glyoxalate C(CC)C(C(=O)[O-])=O.N1=C(C=CC=C1)C1=NC=CC=C1.[Ir+3].C(CC)C(C(=O)[O-])=O.C(CC)C(C(=O)[O-])=O